ClC=1C(=C(C=C2C(N(C=NC12)[C@H]1CCOC[C@@H]1O)=O)CC=1C=NC(=CC1)C1=NN(C=C1)C)C 1,5-anhydro-3-(8-chloro-7-methyl-6-((6-(1-methyl-1H-pyrazol-3-yl)pyridin-3-yl)methyl)-4-oxoquinazolin-3(4H)-yl)-2,3-dideoxy-L-threo-pentitol